NC1=NC=C2N(C(N(C2=N1)[C@@H]1O[C@@H]([C@H]([C@H]1O)F)CO)=O)CC=1C=NC=CC1 2-amino-9-((2R,3S,4S,5R)-4-fluoro-3-hydroxy-5-(hydroxymethyl)tetrahydrofuran-2-yl)-7-(pyridin-3-ylmethyl)-7,9-dihydro-8H-purin-8-one